CN(C1=CC=C(C=C1)C(=CC1(OC(C2=C(C(=C(C(=C12)Cl)Cl)Cl)Cl)=O)C=C(C1=CC=C(C=C1)N(C)C)C1=CC=C(C=C1)OC)C1=CC=C(C=C1)OC)C 1,1-bis[2-(4-dimethylaminophenyl)-2-(4-methoxyphenyl)vinyl]-4,5,6,7-tetrachloro-(3H)isobenzofuran-3-one